1-cyclobutyl-4-((3-phenylisoxazol-5-yl)methyl)-1,4-dihydropyrazine-2,3-dione C1(CCC1)N1C(C(N(C=C1)CC1=CC(=NO1)C1=CC=CC=C1)=O)=O